CC1=NC=C(C(=O)OC)C(=C1)N1CCN(CC1)C=1SC=CN1 methyl 6-methyl-4-(4-(thiazol-2-yl)piperazin-1-yl)nicotinate